2-(4-(5-Amino-4-cyano-1-(1-methylcyclopropyl)-1H-pyrazol-3-yl)-3-fluorophenyl)-N-(3-(3-(trifluoromethyl)bicyclo[1.1.1]pentan-1-yl)isoxazol-5-yl)acetamide NC1=C(C(=NN1C1(CC1)C)C1=C(C=C(C=C1)CC(=O)NC1=CC(=NO1)C12CC(C1)(C2)C(F)(F)F)F)C#N